C1(CCCC1)N1N=C(C=C1C1=C(C=CC=C1)C(F)(F)F)C(=O)N[C@H](C(C(=O)OC(C)(C)C)C)CCN1CC(CCC1)(F)F tert-butyl (3S)-3-(1-cyclopentyl 5-(2-(trifluoromethyl) phenyl)-1H-pyrazole-3-carboxamido)-5-(3,3-difluoropiperidin-1-yl)-2-methylpentanoate